OC1=C(C(=O)O)C=CC(=C1)C#CC1=C(C=CC=C1)NS(=O)(=O)C1=CC2=CC=CC=C2C=C1 2-hydroxy-4-{2-[2-(naphthalene-2-sulfonamido)phenyl]ethynyl}benzoic acid